N-[[4-[[(2-pyridinylmethyl)amino]methyl]phenyl]methyl]-N-(5,6,7,8-tetrahydro-8-quinolinyl)-picolinamide N1=C(C=CC=C1)CNCC1=CC=C(C=C1)CN(C(C1=NC=CC=C1)=O)C1CCCC=2C=CC=NC12